5-fluoro-2-(8-(3-fluorobenzyl)imidazo[1,2-a]pyrazin-6-yl)pyrimidin-4-ol di-tert-butyl-2-(2-bromo-5-(1,5-dimethyl-1H-pyrazol-4-yl)phenyl)piperazine-1,4-dicarboxylate C(C)(C)(C)C1C(N(CCN1C(=O)O)C(=O)O)(C1=C(C=CC(=C1)C=1C=NN(C1C)C)Br)C(C)(C)C.FC=1C(=NC(=NC1)C=1N=C(C=2N(C1)C=CN2)CC2=CC(=CC=C2)F)O